2-phenyl-3-(m-tolyl)-N-(p-tolyl)acrylamide C1(=CC=CC=C1)C(C(=O)NC1=CC=C(C=C1)C)=CC=1C=C(C=CC1)C